BrC1=CC2=C(N=C(O2)C)C(=C1OCOC)F 6-bromo-4-fluoro-5-(methoxymethoxy)-2-methyl-1,3-benzoxazole